Cl.NCC=1C=CC2=C(B(OC2)O)C1 6-(aminomethyl)benzo[c][1,2]oxaborol-1(3H)-ol hydrochloride salt